4-[[6-[5-carboxypentyl (3-sulfonatopropyl) amino]-1,1-dimethyl-2H-xanthene-10-ium-3-yl]-methyl-amino]benzenesulfonate sodium salt [Na+].C(=O)(O)CCCCCN(C=1C=C2[O+]=C3C=C(CC(C3=CC2=CC1)(C)C)N(C1=CC=C(C=C1)S(=O)(=O)[O-])C)CCCS(=O)(=O)[O-]